C(C)(=O)O[C@H](COC1=C(C=C(C=C1)C(C)(C)C1=CC(=C(C=C1)OC[C@@H](CCl)OC(C)=O)Cl)Cl)COC (S)-1-(4-(2-(4-((S)-2-acetoxy-3-chloropropoxy)-3-chlorophenyl)propan-2-yl)-2-chlorophenoxy)-3-methoxypropan-2-yl acetate